C(CCCCCC(C)C)OC(C1=CC=C(C(=O)OCCCCCCC(C)C)C=C1)=O Di-(isononyl)-terephthalat